(S)-7-[(2R,4S,5S,6S)-4-amino-5-hydroxy-6-methyloxan-2-yl]oxy-6,9,11-trihydroxy-9-(2-hydroxyacetyl)-4-methoxy-8,10-dihydro-7H-tetracene-5,12-dione N[C@H]1C[C@@H](O[C@H]([C@H]1O)C)O[C@@H]1C=2C(=C3C(C=4C(=CC=CC4C(C3=C(C2CC(C1)(C(CO)=O)O)O)=O)OC)=O)O